BrC=1C(=C(N)C=CC1)SC 3-bromo-2-(methylthio)aniline